N=1N2C(C=CC1)=CC(N=C2)=O pyrimido[1,6-b]pyridazin-6-one